(S)-2-((S)-2-Acetoxy-propionyloxy)-propionic acid (S)-1-[(acetyl-tert-butyl-amino)-methyl]-2-(4-morpholin-4-yl-[1,2,5]thiadiazol-3-yloxy)-ethyl ester C(C)(=O)N(C(C)(C)C)C[C@@H](COC1=NSN=C1N1CCOCC1)OC([C@H](C)OC([C@H](C)OC(C)=O)=O)=O